CC1OC(CC1CC(=O)NCC1=CC=C(C=C1)CCNC(=O)C1=NNC(=C1)OCC)C N-{2-[p-({[(2,5-dimethyltetrahydro-3-furyl)methyl]carbonylamino}methyl)phenyl]ethyl}-5-ethoxy-3-pyrazolecarboxamide